C(C)N1N=C(C=C1C(=O)NC1=NC2=C(N1)C(=CC(=C2)C(=O)N)OCCCN2CCOCC2)C 2-(1-ethyl-3-methyl-1H-pyrazole-5-carboxamido)-7-(3-morpholinopropoxy)-1H-benzo[d]imidazole-5-carboxamide